t-Butyl N-[(3R)-3-piperidyl]carbamate N1C[C@@H](CCC1)NC(OC(C)(C)C)=O